NC1=NC=C(C(=N1)N)CN1CCC2=CC(=CC=C12)C1=C(C=C2C(C(=CN(C2=C1)C1=C(C=C(C=C1)F)F)C(=O)O)=O)F 7-(1-((2,4-diaminopyrimidin-5-yl)methyl)indolin-5-yl)-1-(2,4-difluorophenyl)-6-fluoro-4-oxo-1,4-dihydroquinoline-3-carboxylic acid